FC=1C=C(C=CC1)[C@H](CNC(C)(C1CCC(CC1)OC)C)O (R)-1-(m-fluorophenyl)-2-{1-methyl-1-[(1r,4R)-4-methoxycyclohexyl]ethylamino}-1-ethanol